N1N=CC2=CC(=CC=C12)NC1CCCC=2C(=C(C(=CC12)C#N)OCC)Cl 8-((1H-indazol-5-yl)amino)-4-chloro-3-ethoxy-5,6,7,8-tetrahydronaphthalene-2-carbonitrile